C(C)C(COC1=CC=C(C=O)C=C1)CCCC 4-(2-ethylhexyloxy)benzaldehyde